C(C)N(CC(=O)N1CCN(CCC1)C(=O)N(CCCCCCCC(=O)OCC(CCCCCCCCC)CCCCCCCCC)C1CC(C1)CC(=O)OCC(CCCCCCCC)CCCCCCCC)CC 2-nonylundecyl 8-{[4-(N,N-diethylglycyl)-1,4-diazepane-1-carbonyl][(1r,3r)-3-{2-[(2-octyldecyl)oxy]-2-oxoethyl}cyclobutyl]amino}octanoate